Benzyl ((S)-1-(2-(3-amino-3-oxo-propyl)-2-((R)-2-chloro-2-fluoroacetyl)hydrazinyl)-3-cyclohexyl-1-oxo-propan-2-yl)carbamate NC(CCN(NC([C@H](CC1CCCCC1)NC(OCC1=CC=CC=C1)=O)=O)C([C@H](F)Cl)=O)=O